C(C(=O)[O-])(=O)[O-].C(C(=O)[O-])(=O)[O-].C(C(=O)[O-])(=O)[O-].[Fe+6] iron tris-oxalate